FCS(=O)(=O)N[C@@H]1[C@@H](N(CC12CC2)C(C(C)(C)O)=O)CC=2C(=C(C=C(C2)F)C2=CC(=CC=C2)F)F 1-fluoro-N-((6S,7S)-5-(2-hydroxy-2-methylpropanoyl)-6-((2,3',5-trifluoro-[1,1'-biphenyl]-3-yl)methyl)-5-azaspiro[2.4]heptan-7-yl)methanesulfonamide